C1(CC1)C1=NC=NC(=C1C1=NC(=C2NC=NC2=N1)NCC1=CC=C(C=C1)I)OC 2-(4-cyclopropyl-6-methoxypyrimidin-5-yl)-N-(4-iodobenzyl)-7H-purin-6-amine